diethylene glycol disulfate disodium salt [Na+].[Na+].S(=O)(=O)([O-])OS(=O)(=O)[O-].C(COCCO)O